C(C)(C)(C)C1=CC=C(C=C1)[Si](N[Si](C1=CC=C(C=C1)C(C)(C)C)(C)C)(C)C 1,3-di(p-tert-butylphenyl)tetramethyl-disilazane